OCCN(CCC[Si](OCC)(OCC)OCC)CCO N,N-bis-(beta-hydroxyethyl)-gamma-aminopropyltriethoxysilane